C(C1=CC=CC=C1)OCCOC1=C(C=C(C=C1C)C=1NC(C2=C(N1)N=C(C=C2OC)OC)=O)C 2-(4-(2-(benzyloxy)ethoxy)-3,5-dimethylphenyl)-5,7-dimethoxy-pyrido[2,3-d]pyrimidin-4(3H)-one